tert-butyl (3-((6-chloropyrazolo[1,5-a]pyrazin-4-yl)oxy)-2,3-dimethylcyclobutyl)(methyl)carbamate ClC=1N=C(C=2N(C1)N=CC2)OC2(C(C(C2)N(C(OC(C)(C)C)=O)C)C)C